2-cyclopropyl-4-ethylbenzoate C1(CC1)C1=C(C(=O)[O-])C=CC(=C1)CC